C12C3CC=CCC3C(CC1)C2 tricyclo[6.2.1.0(2,7)]undeca-4-ene